4-{[3-methoxy-4-(1-methyl-1H-1,2,4-triazol-3-yl)pyridin-2-yl]amino}-N-(2H3)methyl-6-{[4-(trifluoromethyl)pyridin-2-yl]amino}pyridazine-3-carboxamide COC=1C(=NC=CC1C1=NN(C=N1)C)NC1=C(N=NC(=C1)NC1=NC=CC(=C1)C(F)(F)F)C(=O)NC([2H])([2H])[2H]